N-{5-[2-(2,6-dichlorophenyl)acetamido]pyridazin-3-yl}-N-(3,5-difluorophenyl)acetamide ClC1=C(C(=CC=C1)Cl)CC(=O)NC=1C=C(N=NC1)N(C(C)=O)C1=CC(=CC(=C1)F)F